1-(cyclobutylmethyl)-1H-1,2,3-triazole-5-carboxylic acid C1(CCC1)CN1N=NC=C1C(=O)O